6-[4-[4-[(2,6-dioxo-3-piperidyl)amino]phenyl]-1-piperidyl]hexanoic acid O=C1NC(CCC1NC1=CC=C(C=C1)C1CCN(CC1)CCCCCC(=O)O)=O